2,4,6-trimethyl-3-((3-phenyloxiran-2-yl)methoxy)benzonitrile oxide CC1=C(C#[N+][O-])C(=CC(=C1OCC1OC1C1=CC=CC=C1)C)C